FC1=C2C=CC=NC2=CC=C1NC1=NC=NC2=CC(=CC(=C12)O[C@@H](C)[C@H]1N(CCOC1)C)C=1C=NN(C1)C N-(5-fluoroquinolin-6-yl)-7-(1-methyl-1H-pyrazol-4-yl)-5-((S)-1-((S)-4-methylmorpholin-3-yl)ethoxy)quinazolin-4-amine